dihydroxyethyl-glycine sodium salt [Na+].OC(CNCC(=O)[O-])O